BrC1=C(C=C(C(=C1)F)[N+](=O)[O-])NC1=NC=CC(=N1)C1=CN(C2=CC=CC=C12)C1CC1 N-(2-bromo-4-fluoro-5-nitrophenyl)-4-(1-cyclopropyl-1H-indol-3-yl)pyrimidin-2-amine